2-[2-(dibutylamino)ethyl]-1,1-dioxo-1,2-benzothiazol-3-one C(CCC)N(CCN1S(C2=C(C1=O)C=CC=C2)(=O)=O)CCCC